N1-(2-(dimethylamino)ethyl)-5-fluoro-N4-(4-(7-methoxy-1H-indol-3-yl)-5-(trifluoromethyl)pyrimidin-2-yl)-N1-methylbenzene-1,2,4-triamine CN(CCN(C=1C(=CC(=C(C1)F)NC1=NC=C(C(=N1)C1=CNC2=C(C=CC=C12)OC)C(F)(F)F)N)C)C